C(C1=CC=CC=C1)OC=1C(C(=CN2N3[C@@H](C=C[C@H](N(C(C21)=O)C3)C)C)C(=O)NCC3=C(C=C(C=C3)F)F)=O (1R,2R,5R)-8-(benzyloxy)-N-(2,4-difluorobenzyl)-2,5-dimethyl-7,9-dioxo-2,5,7,9-tetrahydro-1,6-methanopyrido[1,2-b][1,2,5]triazonine-10-carboxamide